(S)-1-(4-fluorophenyl)-3,4-dihydroisoquinoline-2(1H)-sulfonyl chloride FC1=CC=C(C=C1)[C@@H]1N(CCC2=CC=CC=C12)S(=O)(=O)Cl